(6R)-(Z)-3,9-Dimethyl-6-isopropenyl-3,9-decadienylpropionat C/C(/CCOC(CC)=O)=C/C[C@@H](CCC(=C)C)C(=C)C